FC1=CC=C(C=C1)N1C(=C(C2=C1C=C1C=NNC1=C2)C2=C(C(=O)O)C=CC=C2OC2COC2)C(C)C [5-(4-fluorophenyl)-6-isopropyl-1H-pyrrolo[2,3-f]indazol-7-yl]-3-(oxetan-3-yloxy)benzoic acid